CN1N=CC=C1OC1CN(CC1)CC(=O)N 2-(3-((1-methyl-1H-pyrazol-5-yl)oxy)pyrrolidin-1-yl)acetamide